C(CCCCCCC)[SiH](OCC)CCCCCCCC dioctylethoxysilane